CN(C1=C(C=NC=C1)C1CN(C2(CC2)C1)C(=O)[C@@H]1CC[C@H]2N1C([C@H](C[C@H]1[C@@H](C2)C1)NC(OC(C)(C)C)=O)=O)C Tert-butyl ((3S,6S,7aS,8aR,9aR)-3-(6-(4-(dimethylamino)pyridin-3-yl)-4-azaspiro[2.4]heptane-4-carbonyl)-5-oxodecahydro-1H-cyclopropa[d]pyrrolo[1,2-a]azocin-6-yl)carbamate